FC1=C(C(=CC(=C1)C(F)(F)F)[N+](=O)[O-])F 1,2-difluoro-3-nitro-5-(trifluoromethyl)benzene